1-(3,4-bis(benzyloxy)phenyl)prop-2-yn-1-one C(C1=CC=CC=C1)OC=1C=C(C=CC1OCC1=CC=CC=C1)C(C#C)=O